8-((4,6-dimethylpyridin-3-yl)sulfonyl)-3-(2-oxa-7-azaspiro[4.4]nonan-7-yl)-1-oxa-8-azaspiro[4.5]decane trifluoroacetate FC(C(=O)O)(F)F.CC1=C(C=NC(=C1)C)S(=O)(=O)N1CCC2(CC(CO2)N2CC3(CCOC3)CC2)CC1